(S)-N-(1-cyclobutyl-3-(3,3-difluoro-1-methylcyclobutyl)-4-methyl-1H-pyrazol-5-yl)-2,2-difluorocyclopropane-1-carboxamide C1(CCC1)N1N=C(C(=C1NC(=O)[C@H]1C(C1)(F)F)C)C1(CC(C1)(F)F)C